potassium dimethyl 5-sulfonylisophthalate S(=O)(=O)=C1CC(=CC(C(=O)OC)=C1)C(=O)OC.[K]